(8-(methylamino)-5-(4-(pyridin-3-yloxy)phenyl)-2,7-naphthyridin-3-yl)cyclopropanecarboxamide CNC=1N=CC(=C2C=C(N=CC12)C1(CC1)C(=O)N)C1=CC=C(C=C1)OC=1C=NC=CC1